ClC=1C=C(C=CC1C)NC(OCC=1C(=C2CN(C(C2=CC1)=O)C1C(NC(CC1)=O)=O)OC)=O (2-(2,6-dioxopiperidin-3-yl)-4-methoxy-1-oxoisoindolin-5-yl)methyl (3-chloro-4-methylphenyl)carbamate